COCC1=NNC=C1 Methoxymethylpyrazole